C(C)(C)N1N=NC=2C=CC=3C=NC(=NC3C21)NC=2C=C(C=CC2)S(=O)(=O)N 3-((1-Isopropyl-1H-[1,2,3]triazolo[4,5-h]quinazolin-8-yl)amino)benzenesulfonamide